C(C)(=O)OC1(C2CC3CC(CCC1C3)C2)C 2-methyltricyclo[4.3.1.1(3,8)]undecan-2-yl acetate